N-(2-(2,6-dioxopiperidin-3-yl)-1-oxoisoindolin-5-yl)-5,6-dimethylindoline-1-carboxamide O=C1NC(CCC1N1C(C2=CC=C(C=C2C1)NC(=O)N1CCC2=CC(=C(C=C12)C)C)=O)=O